5-(difluoromethoxy)-6-(1-methyl-1H-benzo[d]imidazol-4-yl)-3-((6'-methyl-2,3,5,6,6',7'-hexahydrospiro[pyran-4,5'-pyrrolo[3,4-b]pyridin]-2'-yl)amino)picolinamide FC(OC=1C=C(C(=NC1C1=CC=CC=2N(C=NC21)C)C(=O)N)NC2=CC=C1C(=N2)CN(C12CCOCC2)C)F